alpha-aminobutyric acid NC(C(=O)O)CC